[O-2].[Ga+3].[O-2].[O-2].[Ga+3] gallium (iii) oxide